(tert-butylamino)-4-(((5-(5-(trifluoromethyl)-1,2,4-oxadiazol-3-yl)pyridin-2-yl)methyl)amino)cyclobut-3-ene-1,2-dione C(C)(C)(C)NC=1C(C(C1NCC1=NC=C(C=C1)C1=NOC(=N1)C(F)(F)F)=O)=O